ClC1=NC(=CC(=N1)NCC(C)(N(C)C)C1=CC=CC=C1)C N1-(2-chloro-6-methyl-pyrimidin-4-yl)-N2,N2-dimethyl-2-phenyl-propane-1,2-diamine